6-(6-(piperidin-3-ylamino)imidazo[1,2-b]pyridazin-3-yl)benzo[d]thiazole-2-carboxylic acid N1CC(CCC1)NC=1C=CC=2N(N1)C(=CN2)C2=CC1=C(N=C(S1)C(=O)O)C=C2